4,10,11-trimethyl-1,4,8,11,16-pentaazabicyclo[15.2.1]icosane CN1CCN2CCC(NCCCCN(C(CNCCC1)C)C)C2